C(C)C1=CCCN1C 5-ethyl-1-methyl-2,3-dihydro-1H-pyrrole